FC1=CC=C(C=C1)NC(N(C)[C@H](C)C1=CNC(C2=CC(=CC=C12)F)=O)=O |r| Racemic-3-(4-fluorophenyl)-1-(1-(7-fluoro-1-oxo-1,2-dihydroisoquinolin-4-yl)ethyl)-1-methylurea